3-((Cyanomethyl)amino)-4-(1-((5-methoxy-7-methyl-1H-indol-4-yl)methyl)piperidin-2-yl)benzoic acid C(#N)CNC=1C=C(C(=O)O)C=CC1C1N(CCCC1)CC1=C2C=CNC2=C(C=C1OC)C